C12CN(CC(C1)C2)C2CN(C2)C(=O)OCC2=CC=CC=C2 benzyl 3-(3-azabicyclo[3.1.1]heptan-3-yl)azetidine-1-carboxylate